N-[(6-benzyloxy-3-pyridyl)methyl]-5-(3,3-difluoro-1-piperidyl)-3-ethyl-pyrazolo[1,5-a]pyrimidin-7-amine C(C1=CC=CC=C1)OC1=CC=C(C=N1)CNC1=CC(=NC=2N1N=CC2CC)N2CC(CCC2)(F)F